5-(quinoxalin-6-yl)-N-((tetrahydrofuran-2-yl)methyl)pyrrolo[2,1-f][1,2,4]triazin-2-amine N1=CC=NC2=CC(=CC=C12)C=1C=CN2N=C(N=CC21)NCC2OCCC2